CN(C)CC=1C=CC=CC1C1CCOCC1 3-((dimethylamino)methyl)-4-(tetrahydro-2H-pyran-4-yl)benzene